OC[C@H](C[C@H]1C(NCC1)=O)NC([C@H](CC(C)C)NC(OC(C(C)(C)C1=CC(=CC=C1)Cl)C1=CC=CC=C1)=O)=O 2-(3-chlorophenyl)-2-methyl-1-phenylpropyl ((S)-1-(((S)-1-hydroxy-3-((S)-2-oxopyrrolidin-3-yl)propan-2-yl)amino)-4-methyl-1-oxopentan-2-yl)carbamate